3-hydroxy-3-(2-hydroxyethyl)-1-methyl-2-oxoindoline-6-carboxylic acid methyl ester COC(=O)C1=CC=C2C(C(N(C2=C1)C)=O)(CCO)O